4-methoxy-2-methyl-1H-indole COC1=C2C=C(NC2=CC=C1)C